NC=1C=C(C(=NC1)C(F)(F)F)C1=C2CCN(C(C2=CC(=C1)CCN(C)CC)=O)[C@@H](C)C1=NC=C(C#N)C(=C1)OCC (S)-6-(1-(5-(5-amino-2-(trifluoromethyl)pyridin-3-yl)-7-(2-(ethyl(methyl)amino)ethyl)-1-oxo-3,4-dihydroisoquinolin-2(1H)-yl)ethyl)-4-ethoxynicotinonitrile